ClC1=CC(=C(C=C1)N1C(N2[C@@H](CN([C@@H](C2)CC)C(=O)OC(C)(C)C)C1)=O)C(F)(F)F tert-Butyl (6R,8aR)-2-[4-chloro-2-(trifluoromethyl)phenyl]-6-ethyl-3-oxo-5,6,8,8a-tetrahydro-1H-imidazo[1,5-a]pyrazine-7-carboxylate